(R*)-3-((R*)-2-((2,5-bis(trifluoromethyl)pyrazolo[1,5-a]pyrimidin-7-yl)amino)-1-(4-fluorophenyl)ethyl)pyrrolidine-1-carboxamide FC(C1=NN2C(N=C(C=C2NC[C@@H](C2=CC=C(C=C2)F)[C@@H]2CN(CC2)C(=O)N)C(F)(F)F)=C1)(F)F |o1:12,20|